N-(2-(6-azabicyclo[3.1.1]heptan-6-yl)pyrimidin-4-yl)-3-(2-fluoro-4-methoxyphenyl)isoxazol-5-amine C12CCCC(N1C1=NC=CC(=N1)NC1=CC(=NO1)C1=C(C=C(C=C1)OC)F)C2